tert-Butyl (7-chloro-5-(4-(3,3-difluoroazetidine-1-carbonyl)phenyl)benzo[d]oxazol-2-yl)methylcarbamate ClC1=CC(=CC=2N=C(OC21)CNC(OC(C)(C)C)=O)C2=CC=C(C=C2)C(=O)N2CC(C2)(F)F